C(=O)(OCC1=CC=CC=C1)NCCCC[C@H](N)C(=O)OC([C@@H](N)CCCCNC(=O)OCC1=CC=CC=C1)=O N6-carbobenzoxy-L-lysine anhydride